2-{[7-hydroxy-1-oxo-4-(3-phenyl-1H-indazol-5-yl)-2,3-dihydro-1H-isoindol-2-yl]methyl}prop-2-enamide OC=1C=CC(=C2CN(C(C12)=O)CC(C(=O)N)=C)C=1C=C2C(=NNC2=CC1)C1=CC=CC=C1